FC1([C@@H](C1)C1=C(C=CC=C1F)[C@@H]1C2=C(NC(=C1C(=O)OC)CF)COC2=O)F methyl (R)-4-(2-((S)-2,2-difluorocyclopropyl)-3-fluorophenyl)-2-(fluoromethyl)-5-oxo-1,4,5,7-tetrahydrofuro[3,4-b]pyridine-3-carboxylate